NC1=C(C(NC2=C(C=CC=C12)B(O)O)=O)C(NCCC)=O (4-Amino-2-oxo-3-(propylcarbamoyl)-1,2-dihydroquinolin-8-yl)boronic acid